NC1=C(C=CC(=C1)Cl)N1CCC(CC1)CO (1-(2-amino-4-chlorophenyl)piperidin-4-yl)methanol